ClC1=NC=NC(=N1)C1=CC=C(C2=CC=CC=C12)C1=CC=CC=C1 4-chloro-6-(4-phenylnaphthalen-1-yl)-1,3,5-triazine